C(=C)OC1=CC=CC2=C(C=CC=C12)OC=C 1,5-divinyloxynaphthalene